FC(S(=O)(=O)OC1=CC(=CC2=C1C=C(O2)C(C)=O)OC)(F)F 2-acetyl-6-methoxybenzofuran-4-yl trifluoromethanesulfonate